BrC=1C(CC(CC1)O[Si](C)(C)C(C)(C)C)O (±)-2-Bromo-5-((tert-butyldimethylsilyl)oxy)cyclohex-2-en-1-ol